O=C1C=2C=CC=CC2C2=C1N=CN=C2 9-oxo-9H-indeno[2,1-d]pyrimidine